C(C)(C)(C)OC(=O)N(C1=C(SC=C1C)C(=O)O)C(=O)OC(C)(C)C 3-(bis(tert-butoxycarbonyl)amino)-4-methylthiophene-2-carboxylic acid